bis(cyclopent-1,3-dien-1-yldiphenylphosphane) iron dichloride palladium (2+) [Pd+2].[Fe](Cl)Cl.C1(=CC=CC1)P(C1=CC=CC=C1)C1=CC=CC=C1.C1(=CC=CC1)P(C1=CC=CC=C1)C1=CC=CC=C1